octyloxy-dioxypropylene phosphate P(=O)(OC(COOOCCCCCCCC)C)([O-])[O-]